(S)-1-(6-methoxypyridin-3-yl)ethan-1-amine COC1=CC=C(C=N1)[C@H](C)N